C(C)OC(=O)[C@H]1N([C@@H]2C=C[C@H]1C2)CC2=CC=CC=C2 (1S,3S,4R)-2-benzyl-2-azabicyclo[2.2.1]hept-5-ene-3-carboxylic acid ethyl ester